C[C@@H]1C[C@@H]([C@@H](N1C(=O)OC)COC1CC2CC2(CC1)C1=NC=C(C=N1)C)NS(=O)(=O)C methyl (2R,3S,5R)-5-methyl-2-(((6-(5-methylpyrimidin-2-yl)bicyclo[4.1.0]heptan-3-yl)oxy)methyl)-3-(methylsulfonamido)pyrrolidine-1-carboxylate